2-(4-(((3S,4R)-4-(4-fluorophenyl)piperidin-3-yl)methoxy)phenoxy)-N,N-dimethylethan-1-amine FC1=CC=C(C=C1)[C@H]1[C@@H](CNCC1)COC1=CC=C(OCCN(C)C)C=C1